1,2-Bis((2S,5S)-2,5-diphenylphospholan-1-yl)ethane C1(=CC=CC=C1)[C@H]1P([C@@H](CC1)C1=CC=CC=C1)CCP1[C@@H](CC[C@H]1C1=CC=CC=C1)C1=CC=CC=C1